2-(hydroxymethyl)-2-propyl-1,3-propanediol OCC(CO)(CO)CCC